FC(C1=CC(=NC=C1)CNC1=CC=C(C(=O)OC)C=C1)(F)F methyl 4-(((4-(trifluoromethyl)pyridin-2-yl)methyl)amino)benzoate